5-bromo-3-(methylamino)-1H-indazole-1-carboxylic acid tert-butyl ester C(C)(C)(C)OC(=O)N1N=C(C2=CC(=CC=C12)Br)NC